N[C@H]1[C@@H](CC1)NC(=O)C=1C=C(C=NC1)C 5-(((1R,2R)-2-aminocyclobutyl)carbamoyl)-3-methylpyridin